Cl.NC1(CC1)C(=O)N1CC2N(C=3N(C(N=C(C3)OCC3=CC(=C(C=C3)F)F)=O)C2)CC1 2-(1-Aminocyclopropanecarbonyl)-7-((3,4-difluorobenzyl)oxy)-3,4,11,11a-tetrahydro-1H-pyrazino[1',2':3,4]imidazo[1,2-c]pyrimidin-9(2H)-one hydrochloride